C(CCCCCCCCCCCCC)(=O)OCC(COCC1=CC=CC=C1)OC(CCCCCCCCCCCCC)=O 3-(Benzyloxy)propane-1,2-diyl Ditetradecanoate